N,N-dimethyl-N-(oxiranylmethyl)-oxiranylmethylammonium chloride [Cl-].C[N+](CC1OC1)(C)CC1OC1